F[Sb-](F)(F)(F)(F)F.[Li+] lithium hexafluoroantimonate